N1(CC=CC=C1)CC(=O)Cl 2-(1,2-dihydropyridyl)acetyl chloride